(6R,10R)-6,10-dimethyl-9,13-dioxa-4,5,18,19-tetraazatetracyclo[12.5.2.12,5.017,20]docosa-1(19),2(22),3,14(21),15,17(20)-hexaene C[C@H]1N2N=CC(C3=NNC=4C=CC(OCC[C@H](OCC1)C)=CC34)=C2